2-(3-chlorobenzyl)-N-cyclopropyl-8-methyl-4,5-dihydro-2H-furo[2,3-g]indazole-7-carboxamide ClC=1C=C(CN2N=C3C4=C(CCC3=C2)OC(=C4C)C(=O)NC4CC4)C=CC1